ClC1=C(C(=CC=C1F)F)[C@](C(=O)O)(C)F (αs)-2-chloro-α,3,6-trifluoro-phenylpropionic acid